N-(5-fluoro-2-(phenylselanyl)phenethyl)picolinamide FC=1C=CC(=C(CCNC(C2=NC=CC=C2)=O)C1)[Se]C1=CC=CC=C1